FC(OC1=CC=CC=2C(N[C@H]3C=4N([C@@H](C21)C3)C3=C(N4)C=CC(=C3)C=3C=NC(=NC3)P(=O)(C)C)=O)F (7R,14R)-1-(difluoromethoxy)-11-(2-(dimethylphosphoryl)pyrimidin-5-yl)-6,7-dihydro-7,14-methanobenzo[f]benzo[4,5]imidazo[1,2-a][1,4]diazocin-5(14H)-one